ClC1=C(C=CC(=C1)S(=O)(=O)NC1=CC=2C(C3=CC=CC=C3C(C2C(=C1O)O)=O)=O)C1=CC=CC=C1 chloro-N-(3,4-dihydroxy-9,10-dioxo-9,10-dihydroanthracen-2-yl)-[1,1'-biphenyl]-4-sulfonamide